COC=1C=2N(C=CC1)C=C(N2)C(=O)N[C@@H]([C@H](C2=CC=CC=C2)O)C2=CC=CC=C2 8-methoxy-N-((1R,2S)-2-hydroxy-1,2-diphenylethyl)imidazo[1,2-a]pyridine-2-carboxamide